N-(4-methoxyphenyl)-1H-indole-5-carboxamide COC1=CC=C(C=C1)NC(=O)C=1C=C2C=CNC2=CC1